5-((6-methoxypyridin-2-yl)methoxy)-2-methylbenzofuran COC1=CC=CC(=N1)COC=1C=CC2=C(C=C(O2)C)C1